COC=1C=C(C=C(C1C)OC)CO (3,5-dimethoxy-4-methyl-phenyl)methanol